N(=[N+]=[N-])C1=CC=C(CN2C(=CC=3C(CCCC23)=O)CC)C=C1 1-(4-azidobenzyl)-2-ethyl-1,5,6,7-tetrahydro-4H-indol-4-one